CS(=O)(=O)C1=C(C=C(C=C1)C)C1(CC=2C3=C(NC2C=C1)N=CN=C3N[C@@H]3CC[C@H](CC3)N3CCOCC3)C3=CC=NC=C3 6-(4-methanesulfonyl-3-tolyl)-N-(trans-4-morpholinocyclohexyl)-6-(pyridin-4-yl)-9H-pyrimido[4,5-b]indol-4-amine